4-((4-(1-isopropyl-4-(trifluoromethyl)-1H-imidazol-2-yl)benzyl)amino)-2-(1-isopropyl-4-methyl-1H-pyrazol-5-yl)-6,7-dihydropyrido[3,4-d]pyrimidin-8(5H)-one C(C)(C)N1C(=NC(=C1)C(F)(F)F)C1=CC=C(CNC=2C3=C(N=C(N2)C2=C(C=NN2C(C)C)C)C(NCC3)=O)C=C1